2,2,4,7,7,9-hexamethyl-1,2,3,4,6,7,8,9-octahydropyrido[2,3-g]quinoline CC1(CC(C=2C(=CC=3C(CC(NC3C2)(C)C)C)N1)C)C